2,2,2-trifluoro-1-(6-methoxy-2-(2-(methoxymethyl)-7-methylquinoxalin-5-yl)benzo[d]Thiazol-4-yl)ethanol FC(C(O)C1=CC(=CC2=C1N=C(S2)C2=C1N=CC(=NC1=CC(=C2)C)COC)OC)(F)F